C(CCC)(=O)O.N[C@@H](CCCCN)C(=O)O Lysine butyrate